3-chloro-4-(4'-fluorophenyl)-N-methylpyridine ClC=1CN(C=CC1C1=CC=C(C=C1)F)C